2-[(7-amino-4-bromo-1-oxo-isoindolin-2-yl)methyl]prop-2-enenitrile NC=1C=CC(=C2CN(C(C12)=O)CC(C#N)=C)Br